Diethyl (6-(6-amino-5-(3-(2-bromophenyl)propanamido)-2,4-dioxo-3-(prop-2-yn-1-yl)-3,4-dihydropyrimidin-1-yl)hexyl)phosphonate NC1=C(C(N(C(N1CCCCCCP(OCC)(OCC)=O)=O)CC#C)=O)NC(CCC1=C(C=CC=C1)Br)=O